C(#N)C=1SC(=CC1C(=O)OC)O methyl 2-cyano-5-hydroxy-thiophene-3-carboxylate